3,3,5-trimethyl-5-isocyanatomethyl-1-isocyanato-cyclohexane CC1(CC(CC(C1)(CN=C=O)C)N=C=O)C